C(C)(C)(C)C1=CC=C(C=C1)O para-tertiary butyl-phenol